BrC=1C2=C(C=3C=NC(=NC3C1Cl)SCC)COC2 6-Bromo-5-chloro-3-(ethylthio)-7,9-dihydrofuro[3,4-f]quinazoline